2-(4-methoxyphenyl)-1,4-diphenyl-butane-1,4-dione COC1=CC=C(C=C1)C(C(=O)C1=CC=CC=C1)CC(=O)C1=CC=CC=C1